4-but-3-enyl-2-(trifluoromethyl)quinazolin-5-ol C(CC=C)C1=NC(=NC=2C=CC=C(C12)O)C(F)(F)F